CN(CCOC1=CC(=C(C=C1)CC(=O)O)F)C [4-[2-(dimethylamino)ethoxy]-2-fluoro-phenyl]acetic acid